O[C@H]1[C@@H](CNCC1)NC(OC(C)(C)C)=O |r| (+/-)-tertButyl (trans-4-hydroxypiperidin-3-yl)carbamate